O=C1NCC2N1CCN(C2C(=O)[O-])C(=O)[O-] 3-oxohexahydroimidazo[1,5-a]pyrazine-7,8(1H)-dicarboxylate